[Al].ClC1=CC=C(C=C1)C#CC(C)(O)C1=C(C=C(C=C1)OC)OCC 4-(4-Chlorophenyl)-2-(2-ethoxy-4-methoxyphenyl)but-3-yn-2-ol aluminum